(4-{6-[2-(4,5-Difluoro-7-methoxy-2-methyl-benzofuran-3-yl)-ethylamino]-pyrimidin-4-yl}-2-ethoxy-phenoxy)-acetic acid FC1=C(C=C(C2=C1C(=C(O2)C)CCNC2=CC(=NC=N2)C2=CC(=C(OCC(=O)O)C=C2)OCC)OC)F